(S)-6-methoxy-N-(2-(2-methyl-4-(pyridin-2-yl)piperazin-1-yl)pyrimidin-5-yl)nicotinamide COC1=NC=C(C(=O)NC=2C=NC(=NC2)N2[C@H](CN(CC2)C2=NC=CC=C2)C)C=C1